[Cl-].[Cl-].[Cl-].[Cl-].[Zn+2] zinc chloride trichloride